10H-spiro[acridin-9,9'-xanthene] C1=CC=CC=2OC3=CC=CC=C3C3(C12)C1=CC=CC=C1NC=1C=CC=CC13